C[C@@H]1CN(C(=CC1)C=1C=CC2=CN(N=C2C1)C1CC(N(C(C1)(C)C)C)(C)C)C(=O)OC(C)(C)C |r| tert-butyl rac-(3S)-3-methyl-6-[2-(1,2,2,6,6-Pentamethyl-4-piperidyl)indazol-6-yl]-3,4-dihydro-2H-pyridine-1-carboxylate